Ethyl 2-(2'-isopropyl-1'-methyl-7'-oxo-1',7'-dihydrospiro[cyclopropane-1,4'-pyrrolo[2,3-c]pyridin]-6'(5'H)-yl)acetate C(C)(C)C1=CC2=C(C(N(CC23CC3)CC(=O)OCC)=O)N1C